3-[[(2R)-2,4-bis[[(3R)-3-hydroxybutanoyl]oxy]-3,3-dimethyl-butanoyl]amino]propyl (3R)-3-hydroxybutanoate O[C@@H](CC(=O)OCCCNC([C@@H](C(COC(C[C@@H](C)O)=O)(C)C)OC(C[C@@H](C)O)=O)=O)C